BrC12CC3CC(CC(C1)C3)C2 bromo-adamantane